OC=1C(=NC=CC1NC=1C(C(C1NC1C(CCC=2C=C(OC21)C)(C)C)=O)=O)N2C(CC2)=O 3-((3-hydroxy-2-(2-oxoazetidin-1-yl)pyridin-4-yl)amino)-4-((2,6,6-trimethyl-4,5,6,7-tetrahydrobenzofuran-7-yl)amino)cyclobut-3-ene-1,2-dione